C([O-])([O-])([O-])[O-] Orthocarbonate